tert-butyl 4-[4-[(4-chloro-2-fluoro-phenyl) methoxy] thiazol-2-yl]-3,6-dihydro-2H-pyridine-1-carboxylate ClC1=CC(=C(C=C1)COC=1N=C(SC1)C=1CCN(CC1)C(=O)OC(C)(C)C)F